O=CCC=O 1,3-dioxopropane